CC1=CC(=NC(=C1[N+](=O)[O-])C)N 4,6-dimethyl-5-nitropyridin-2-amine